BrC(C(C(C(C(C(Br)(F)F)(F)F)(F)F)(F)F)(F)F)(F)F 1,6-Dibromoperfluorohexane